C(C)(C)(C)OC(=O)N1CC(CCC1)CC(=O)NC1=C(C=CC=C1)C(N)=O 3-(2-((2-carbamoylphenyl)amino)-2-oxoethyl)piperidine-1-carboxylic acid tert-butyl ester